ClC1=NC(=CC(=C1)OC1=CC=CC=C1)Cl 2,6-dichloro-4-phenoxy-pyridine